C1(CC1)NC(C1=C(C=CC(=C1)F)SC1=CC=C2C(=NN(C2=C1)C1OCCCC1)\C=C\C1=NC=C(C=C1)CN1CCCC1)=O N-cyclopropyl-5-fluoro-2-[3-[(trans)-2-[5-(pyrrolidin-1-ylmethyl)-2-pyridinyl]vinyl]-1-tetrahydropyran-2-yl-indazol-6-yl]sulfanyl-benzamide